N1=CC=C(C=C1)C=1N=C(C2=C(N1)C=NC=C2)N2CCC1(CCN(C1)[C@H]1[C@@H](CC1)O)CC2 (trans)-2-(8-(2-(pyridin-4-yl)pyrido[3,4-d]pyrimidin-4-yl)-2,8-diazaspiro[4.5]decan-2-yl)cyclobutan-1-ol